3,5-dichloro-N-(2-fluoro-4-(pyridin-2-yl)benzyl)pyrazolo[1,5-a]pyrimidin-7-amine ClC=1C=NN2C1N=C(C=C2NCC2=C(C=C(C=C2)C2=NC=CC=C2)F)Cl